C(C(C)C)(=O)C=1N=C(C(=NC1)C)C 5-isobutyryl-2,3-dimethylpyrazine